FC1=C(C=CC(=C1)N)C(C)(C)N1CCN(CC1)C 2-fluoro-4-amino-1-(4-methylpiperazin-1-yl)isopropylbenzene